2-[2,6-bis(oxo)piperidin-3-yl]-5-[2-[2-[[5-[4-[6-(dimethylamino)-1,3-benzothiazol-2-yl]phenyl]pyridin-2-yl]amino]ethoxy]ethoxy]isoindole-1,3-dione O=C1NC(CCC1N1C(C2=CC=C(C=C2C1=O)OCCOCCNC1=NC=C(C=C1)C1=CC=C(C=C1)C=1SC2=C(N1)C=CC(=C2)N(C)C)=O)=O